tetrabutyl-bisphenol A C(CCC)C1=C(C(=C(C(=C1O)CCCC)CCCC)C(C)(C)C1=CC=C(C=C1)O)CCCC